N[C@@H](CCC(=O)N[C@@H](CSCC=C)C(=O)O)C(=O)O γ-L-glutamyl-S-allyl-L-cysteine